C(=O)ONC(=O)C=1C(=C(C=CC1)N1CC(C1)OC1=CC=C(C=C1)NC(CC=1C=NC=CC1)=O)C1=CC=CC=C1 N-formOxy-6-(3-(4-(2-(pyridin-3-yl)acetamido)phenoxy)azetidin-1-yl)-[1,1'-biphenyl]-2-Formamide